(4-hydroxypyrrolidin-3-yl)carbamate OC1C(CNC1)NC([O-])=O